COC=1C=C2C=C(N(C2=CC1)C1=C(C=CC=C1)[Si](C)(C)C)[Si](C)(C)C 5-methoxy-2-(trimethylsilyl)-1-(2-(trimethylsilyl)phenyl)-1H-indole